BrC=1N(C(=C(N1)C(=O)OCC)C(C1=CC=C(C=C1)Cl)NC=1C(N(C=C(C1)Cl)C)=O)C(C)C ethyl 2-bromo-5-(((5-chloro-1-methyl-2-oxo-1,2-dihydropyridin-3-yl)amino)(4-chlorophenyl)methyl)-1-isopropyl-1H-imidazole-4-carboxylate